methyl 4-[5-[(1S)-2-(cyclobutoxy)-1-hydroxy-ethyl]pyrazolo[3,4-b]pyridin-1-yl]benzoate C1(CCC1)OC[C@@H](O)C=1C=C2C(=NC1)N(N=C2)C2=CC=C(C(=O)OC)C=C2